iron tris-salicylate C(C=1C(O)=CC=CC1)(=O)[O-].C(C=1C(O)=CC=CC1)(=O)[O-].C(C=1C(O)=CC=CC1)(=O)[O-].[Fe+3]